CC(C)(C(CC(C(C)(C)C)=O)=O)C.CC(C)(C(CC(C(C)(C)C)=O)=O)C.CC(C)(C(CC(C(C)(C)C)=O)=O)C.[Fe] iron tris(2,2,6,6-tetramethylheptane-3,5-dione)